FC1=C(C=O)C=CC(=C1)F 2,4-Difluorobenzaldehyde